1-[(2R)-morpholin-2-ylmethoxy]-7-(propan-2-yloxy)isoquinoline-6-carboxamide N1C[C@@H](OCC1)COC1=NC=CC2=CC(=C(C=C12)OC(C)C)C(=O)N